CC(C)[C@@H]1CC(OCCC1)=O (4S)-4-(prop-2-yl)oxepan-2-one